N-(3-((2-chloro-6-(trifluoromethyl)-7H-pyrrolo[2,3-d]pyrimidin-7-yl)methyl)pyrazin-2-yl)-N-Methylmethanesulfonamide ClC=1N=CC2=C(N1)N(C(=C2)C(F)(F)F)CC=2C(=NC=CN2)N(S(=O)(=O)C)C